C(C1=CC=CC=C1)N1N=C(N=C1)C(=O)NC1C(N(C=2N(CC1)N=C(C2)C2=NN(C=C2)C)C)=O 1-benzyl-N-(4-methyl-2-(1-methyl-1H-pyrazol-3-yl)-5-oxo-5,6,7,8-tetrahydro-4H-pyrazolo[1,5-a][1,3]diazepin-6-yl)-1H-1,2,4-triazole-3-carboxamide